C(C)NC(CC1N(C(CC1)=O)CC1=CC=C(C=C1)C)=O N-ethyl-2-[1-[(4-methylphenyl)methyl]-5-oxopyrrolidin-2-yl]acetamide